C(C)(C)(C)OC(=O)NS(=O)(=O)N1CCN(CCC1)C1=C(C=NC2=CC(=C(C=C12)OC)OC)C(=O)OCC ethyl 4-(4-(N-(tert-butoxycarbonyl) sulfamoyl)-1,4-diazepan-1-yl)-6,7-dimethoxyquinoline-3-carboxylate